C(C)(C)C1=C(NC2=C1N=C(S2)N2[C@@H](CN(CC2)C2CCOCC2)C)C=2C=C(C=1N(C2)N=CN1)C (R)-6-isopropyl-2-(2-methyl-4-(tetrahydro-2H-pyran-4-yl)piperazin-1-yl)-5-(8-methyl-[1,2,4]triazolo[1,5-a]pyridin-6-yl)-4H-pyrrolo[3,2-d]thiazole